O[C@H](CC(=O)OC)CC methyl (S)-3-hydroxyvalerate